N-{[4-(benzenesulfonyl)phenyl]methyl}imidazo[1,2-a]pyrimidine-6-carboxamide C1(=CC=CC=C1)S(=O)(=O)C1=CC=C(C=C1)CNC(=O)C=1C=NC=2N(C1)C=CN2